C([O-])([O-])=O.C[N+](CC1CCCCC1)(C)C.C[N+](C)(C)CC1CCCCC1 trimethyl-(cyclohexylmethyl)ammonium carbonate